N-(3,5-dichloro-4-((3,5-dimethyl-4-oxo-3,4-dihydroquinazolin-6-yl)amino)pyridin-2-yl)-N-((2-(trimethylsilyl)ethoxy)methyl)-propane-1-sulfonamide ClC=1C(=NC=C(C1NC=1C(=C2C(N(C=NC2=CC1)C)=O)C)Cl)N(S(=O)(=O)CCC)COCC[Si](C)(C)C